Cl.NC1CC(C1)(O)C (cis)-3-amino-1-methylcyclobutane-1-ol hydrochloride